5-(2-(1-cyclobutyl-1H-pyrazol-4-yl)-5-nitrophenyl)-2-trityl-2H-tetrazole C1(CCC1)N1N=CC(=C1)C1=C(C=C(C=C1)[N+](=O)[O-])C=1N=NN(N1)C(C1=CC=CC=C1)(C1=CC=CC=C1)C1=CC=CC=C1